FC(C(=O)N[C@H]1C([C@H](N(CC1)C(=O)N1CC2(CCCC2)[C@@H](CC1)CN1C(C=C(C=C1)C1=C(C=CC=C1)C)=O)C1=CC=CC=C1)C)(F)F 2,2,2-trifluoro-M-methyl-N-((2S,4R)-1-((R)-10-((2-oxo-4-(o-tolyl)pyridin-1(2H)-yl)methyl)-7-azaspiro[4.5]decane-7-carbonyl)-2-phenylpiperidin-4-yl)acetamide